3,4-difluoro-2-methyl-6-nitroaniline FC=1C(=C(N)C(=CC1F)[N+](=O)[O-])C